dibutyl-tin dicaprylate C(CCCCCCC)(=O)[O-].C(CCCCCCC)(=O)[O-].C(CCC)[Sn+2]CCCC